NCC1=CC=C(C=C1)CC(=O)O 2-(4-(aminomethyl)phenyl)acetic acid